ClC1=NC(=NN2C1=C(C(=C2)C=2C=NC=CC2)C)C=2N(C=CN2)C D-4-chloro-5-methyl-2-(1-methyl-1H-imidazol-2-yl)-6-(pyridin-3-yl)pyrrolo[2,1-f][1,2,4]triazine